BrC1=CC(=C(C(=O)OC)C(=C1)F)C(Br)Br methyl 4-bromo-2-(dibromomethyl)-6-fluoro-benzoate